(2-glycidoxypropyl)-2-aminopropyltrimethoxysilane C(C1CO1)OC(CCO[Si](OC)(OC)CC(C)N)C